O=C1NC(CCC1N1C(C2=CC=CC(=C2C1)OCCC1CCN(CC1)C(=O)OC(C)(C)C)=O)=O tert-Butyl 4-[2-[2-(2,6-dioxo-3-piperidyl)-1-oxo-isoindolin-4-yl]oxyethyl]piperidine-1-carboxylate